C[C@@]12C[C@H](N([C@H]2C1)C(CNC(CCCOC1=CC=CC2=CC=CC=C12)=O)=O)C(=O)OC methyl (1S,3S,5S)-5-methyl-2-((4-(naphthalen-1-yloxy)butanoyl)glycyl)-2-azabicyclo[3.1.0]hexane-3-carboxylate